N1C[C@@H](CC1)NC(C)=O (R)-N-(pyrrolidin-3-yl)acetamide